1-(7-oxo-7-(2-propylhydrazino)heptyl)-3-(pyridin-3-ylmethyl)urea O=C(CCCCCCNC(=O)NCC=1C=NC=CC1)NNCCC